C(C)(=O)C=1C(=C(C(=C(C1)Cl)C)C1=CC(=NC=C1)C(=O)N(C)C)OC 4-(3-acetyl-5-chloro-2-methoxy-6-methylphenyl)-N,N-dimethylpyridine-2-carboxamide